C(C=C)C(CCCCCC(CCCC)N=C=O)CC=C diallyl-5-undecyl isocyanate